C(C)OC(=O)C=1C(=NNC1)C 3-methylpyrazole-4-carboxylic acid ethyl ester